C(C)(C)(C)OC(CC[C@@H](C(=O)N)N1C(C2=CC=CC(=C2C1=O)N)=O)=O.FC=1C=C(C=CC1)C1=NOC(=N1)C1=CC=C(C=C1)NC(=O)C1CN(C(C1)=O)CC=1C=NC=CC1 N-{4-[3-(3-fluorophenyl)-1,2,4-oxadiazol-5-yl]Phenyl}-5-oxo-1-(3-pyridylmethyl)pyrrolidine-3-carboxamide tert-Butyl-(S)-5-amino-4-(4-amino-1,3-dioxoisoindolin-2-yl)-5-oxopentanoate